C1(CCCCC1)P(C1=C(C=CC=C1)C1=C(C=CC=C1OC)OC)C1CCCCC1 dicyclohexyl-(2',6'-dimethoxy-biphenyl-2-yl)-phosphane